C(C)OC(CC(=O)[C@H]1[C@H](C1)F)=O.COC1=CC=C(C=C1)C(Cl)(C1=CC=CC=C1)C1=CC=C(C=C1)OC di(p-methoxyphenyl)phenyl-chloromethane ethyl-cis-3-(2-fluorocyclopropyl)-3-oxopropionate